CC1=NOC(=C1C=1C=C(CN2CCN(CC2)C(=O)OC(C)(C)C)C=C(C1)O)C tert-butyl 4-(3-(3,5-dimethylisoxazol-4-yl)-5-hydroxybenzyl)piperazine-1-carboxylate